5-(6-amino-9H-purin-9-yl)-N-(3-(3-ethylureido)propyl)-3,4-dihydroxytetrahydrofuran-2-carboxamide NC1=C2N=CN(C2=NC=N1)C1C(C(C(O1)C(=O)NCCCNC(=O)NCC)O)O